F[B-](F)(F)F.C(C)(C)(C)C=1C=C(CN2CN(C=C2)C)C=C(C1O)C(C)(C)C 1-(3,5-di-tert-butyl-4-hydroxybenzyl)-3-methylimidazole tetrafluoroborate